C[C@@H]1N(CC1)C=1N=C(C2=C(N1)CCC2)C2=CC=C1CCN(CC1=C2)S(=O)(=O)CC#N (S)-2-((7-(2-(2-methylazetidin-1-yl)-6,7-dihydro-5H-cyclopenta[d]pyrimidin-4-yl)-3,4-dihydroisoquinolin-2(1H)-yl)sulfonyl)acetonitrile